4-(5-methylthiophen-2-yl)isoindolin-1-one CC1=CC=C(S1)C1=C2CNC(C2=CC=C1)=O